(S)-6-((4-((2-hydroxy-1-phenylethyl)amino)-5-(3-(pyridin-3-yl)-1,2,4-oxadiazol-5-yl)pyrimidin-2-yl)amino)-1-isopropyl-2-methyl-1,2-dihydro-3H-pyrazolo[3,4-b]pyridin-3-one OC[C@H](C1=CC=CC=C1)NC1=NC(=NC=C1C1=NC(=NO1)C=1C=NC=CC1)NC1=CC=C2C(=N1)N(N(C2=O)C)C(C)C